O[C@H](CN1CC2(CS(C2)(=O)=O)CC1)CC1=CC=C(C=C1)C(F)(F)F (S)-6-(2-hydroxy-3-(4-(trifluoromethyl)phenyl)propyl)-2-thia-6-azaspiro[3.4]octane 2,2-dioxide